1-(1,1-difluoroallyl)-1H-pyrazolo[4,3-c]pyridine-6-carboxylic acid methyl ester COC(=O)C1=CC2=C(C=N1)C=NN2C(C=C)(F)F